tungsten-copper-lead [Pb].[Cu].[W]